deazaguaninemethanesulfonic acid C1C(NCS(=O)(=O)O)=NC=2N=CNC2C1=O